3-methyl-butyryl-benzylamine CC(CC(=O)NCC1=CC=CC=C1)C